1-(3-(aminomethyl)phenyl)piperidin-2-one NCC=1C=C(C=CC1)N1C(CCCC1)=O